C1CC12CCN(CC2)C2=C(C(=O)NC1=CC=NC3=CC(=CC=C13)C1CC1)C=CC(=C2)I 2-{6-azaspiro[2.5]oct-6-yl}-N-(7-cyclopropylquinolin-4-yl)-4-iodobenzamide